[Bi].C(C(C)C)OS(=O)(=O)C1=CC=CC=C1 isobutylbenzenesulphonate bismuth